COC=1C=C(C=CC1OC)C1=NN2C(=NC=3C=CC=CC3C2=N1)N[C@H]1C(NCCCC1)=O (3R)-3-{[2-(3,4-dimethoxyphenyl)[1,2,4]triazolo[1,5-c]quinazolin-5-yl]amino}azepan-2-one